CC1CC(C1)C(=O)O.CC1CC(C1)C(=O)O.IC1=C(C(=C(C=C1)C)C)C iodotrimethylbenzene bis(3-methylcyclobutanecarboxylate)